FC1([C@H]2CC(C[C@@H]12)COC1=C(C=C(C=N1)S(=O)(=O)NC)C=1N=CN(C1)C)F 6-(((1R,3s,5S)-6,6-difluoro-bicyclo[3.1.0]hexane-3-yl)methoxy)-N-methyl-5-(1-methyl-1H-imidazol-4-yl)pyridine-3-sulfonamide